OC1=C(C=C(C=C1)C(C)=O)[N+](=O)[O-] 1-(4-hydroxy-3-nitrophenyl)-ethan-1-one